[Ti].[W] tungsten titanium